2-[4-(4-Benzylpiperazin-1-yl)phenyl]-6-bromo-N-(1-methylpiperidin-4-yl)-3H-imidazo[4,5-b]pyridin-7-amine C(C1=CC=CC=C1)N1CCN(CC1)C1=CC=C(C=C1)C1=NC=2C(=NC=C(C2NC2CCN(CC2)C)Br)N1